O=C1NC(CCC1N1C(C=2C=C3C(=CC2C1=O)OCC1(N3C)CCNCC1)=O)=O 7'-(2,6-dioxopiperidin-3-yl)-4'-methyl-2'H-spiro[piperidine-4,3'-[1,4]oxazino[2,3-f]isoindole]-6',8'(4'H,7'H)-dione